C(C)(C)(C)OC(=O)N1C(C(CC1(C)C)C[C@@H](C(=O)O)NC(=O)OC(C)(C)C)=O (2S)-3-(1-(tert-butoxycarbonyl)-5,5-dimethyl-2-oxopyrrolidin-3-yl)-2-((tert-butoxycarbonyl)amino)propionic acid